C(C1=CC=CC=C1)N(C([S-])=S)CC1=CC=CC=C1.[Zn+2].C(C1=CC=CC=C1)N(C([S-])=S)CC1=CC=CC=C1 Zinc(II) Dibenzyldithiocarbamate